OC[C@@]12CCC[C@H]1[C@@H]1CC[C@H]3CCCC[C@]3(C)[C@H]1CC2 HYDROXY-5ALPHA-ANDROSTANE